4-(bromomethyl)-1-[(2-{[4-(bromomethyl)phenyl]oxy}ethyl)oxy]benzene BrCC1=CC=C(C=C1)OCCOC1=CC=C(C=C1)CBr